C1(CC1)N1N=CC(=C1)[C@@H]1OCC[C@H](C1)C=1N=C(C=2N(C(C(=C(N2)C)F)=O)C1)C1=C(C=C(C#N)C=C1)F 4-(7-((2R,4R)-2-(1-cyclopropyl-1H-pyrazol-4-yl)tetrahydro-2H-pyran-4-yl)-3-fluoro-2-methyl-4-oxo-4H-pyrazino[1,2-a]pyrimidin-9-yl)-3-fluorobenzonitrile